2-(3-(1-(difluoro(4-methyl-4H-1,2,4-triazol-3-yl)methyl)-cyclobutyl)phenyl)-6-(((1-methylcyclobutyl)amino)methyl)-4-(trifluoromethyl)isoindolin-1-one FC(C1(CCC1)C=1C=C(C=CC1)N1C(C2=CC(=CC(=C2C1)C(F)(F)F)CNC1(CCC1)C)=O)(C1=NN=CN1C)F